5-{4-amino-5-fluoropyrrolo[2,1-f][1,2,4]triazin-7-yl}-N-[(3R,4S)-4-fluoro-1-[(2R)-3,3,3-trifluoro-2-hydroxy-2-methylpropanoyl]pyrrolidin-3-yl]-2-methoxypyridine-3-carboxamide NC1=NC=NN2C1=C(C=C2C=2C=C(C(=NC2)OC)C(=O)N[C@@H]2CN(C[C@@H]2F)C([C@@](C(F)(F)F)(C)O)=O)F